3-[(4-bromo-3-fluorophenyl)amino]propanoic acid BrC1=C(C=C(C=C1)NCCC(=O)O)F